N-(5-bromo-1-(hydroxymethyl)-2,3-dihydro-1H-inden-1-yl)-2-chloroacetamide BrC=1C=C2CCC(C2=CC1)(CO)NC(CCl)=O